3-oxoquinuclidine-2-carboxylate O=C1C(N2CCC1CC2)C(=O)[O-]